CN(CCOC=1C=CC(=C(C(=O)N[C@H](C)C2=CC(=CC(=C2)C=2C=NN(C2)C([2H])([2H])[2H])C=2C=NN(C2)C(C)C)C1)C)C (R)-5-(2-(dimethylamino)ethoxy)-N-(1-(3-(1-isopropyl-1H-pyrazol-4-yl)-5-(1-(methyl-d3)-1H-pyrazol-4-yl)phenyl)ethyl)-2-methylbenzamide